C(C1=CC=CC=C1)N1C(CCC2=CC(=NC=C12)NC(OC(C)(C)C)=O)=O tert-butyl (1-benzyl-2-oxo-1,2,3,4-tetrahydro-1,7-naphthyridin-6-yl)carbamate